C(C)(C)(C)C1=NC2=CC=CC=C2C(C1)OC(N[C@H](C(=O)OC)CC(C)C)=O Tert-butyl-4-((((S)-1-methoxy-4-methyl-1-oxopentan-2-yl)carbamoyl)oxy)-3,4-dihydroquinoline